(3-(allylamino)propyl)carbamic acid tert-butyl ester C(C)(C)(C)OC(NCCCNCC=C)=O